8-((1H-pyrazol-1-yl)methyl)-6-fluoro-2,3-dihydrobenzo[b][1,4]dioxine-5-carbonitrile N1(N=CC=C1)CC1=CC(=C(C2=C1OCCO2)C#N)F